CN1N=CC(=C1)[C@H]1NOCC1 (S)-3-(1-methyl-1H-pyrazol-4-yl)isoxazolidine